2-bromo-N-(5-(4-cyanophenoxy)pyridin-2-yl)propanamide BrC(C(=O)NC1=NC=C(C=C1)OC1=CC=C(C=C1)C#N)C